N1(CCNCCCNCCNCCC1)C1=CC(=C(C(=O)O)C=C1)C 4-(1,4,8,11-tetraazacyclotetradecan-1-yl)-methylbenzoic acid